3-[N-tris(hydroxymethyl)methyl-amino]-2-hydroxypropanesulfonic acid OCC(NCC(CS(=O)(=O)O)O)(CO)CO